BrC1=CC=C2C(=NC(=NC2=C1)NC1=C(C=C(C=C1)F)F)NC1=NNC(=C1)C1CC1 7-bromo-N2-(2,4-difluorophenyl)-N4-(5-cyclopropyl-1H-pyrazol-3-yl)quinazoline-2,4-diamine